(S)-(4-((4-(3-((2-(1-hydroxyethyl)-1H-imidazol-1-yl)methyl)isoxazol-5-yl)phenyl)ethynyl)benzoyl)glycinate O[C@@H](C)C=1N(C=CN1)CC1=NOC(=C1)C1=CC=C(C=C1)C#CC1=CC=C(C(=O)NCC(=O)[O-])C=C1